C(CCC)N1C(N(C(C(C1=O)=C(N)N)=O)C1CCC2(CC3(C(N(C(N3CC3COC3)=O)C)=O)C2)CC1)=O 1-butyl-5-(diaminomethylene)-3-((5S,7s,10S)-3-methyl-1-(oxetan-3-ylmethyl)-2,4-dioxo-1,3-diazadispiro[4.1.57.15]tridecan-10-yl)pyrimidine-2,4,6(1H,3H,5H)-trione